NC=1C(=NC=NC1)C(=O)NC=1C=CC=C2C(=CC=NC12)Cl 5-amino-N-(4-chloroquinolin-8-yl)pyrimidine-4-carboxamide